trans-3-fluoro-1-(6-(2-methyl-2H-pyrazolo[3,4-b]pyridin-5-yl)thieno[2,3-b]pyridin-2-yl)cyclobutanol FC1CC(C1)(O)C1=CC=2C(=NC(=CC2)C2=CC=3C(N=C2)=NN(C3)C)S1